N-(4-cyano-2-fluorophenyl)-5-(6-methylpyridin-2-yl)-1H-pyrrole-3-sulfonamide C(#N)C1=CC(=C(C=C1)NS(=O)(=O)C1=CNC(=C1)C1=NC(=CC=C1)C)F